N1=CSC2=NC(=CC=C21)N2C(C1=CC=CC=C1C=C2)=O (thiazolo[5,4-b]pyridin-5-yl)isoquinolin-1(2H)-one